4-(isopropylcarbamoyl)benzaldehyde C(C)(C)NC(=O)C1=CC=C(C=O)C=C1